benzyl (4aR,8S,8aS)-3-benzyl-8-phenyl-8,8a-dihydropyrido[4,3-e][1,4,2]dioxazine-7(4aH)-carboxylate C(C1=CC=CC=C1)C1=NO[C@@H]2[C@H](O1)C=CN([C@H]2C2=CC=CC=C2)C(=O)OCC2=CC=CC=C2